COC1=NC(=NC(=N1)C)N(C(=O)NS(=O)(=O)C1=C(C(=O)OC)C=CC=C1)C Methyl 2-[[(4-methoxy-6-methyl-1,3,5-triazin-2-yl)-methylcarbamoyl]sulfamoyl]benzoate